((2-Bromo-6-fluoro-3-methyl-4-nitrophenyl)thio)picolinonitrile BrC1=C(C(=CC(=C1C)[N+](=O)[O-])F)SC=1C(=NC=CC1)C#N